O1C(OCC1)/C=C/C=1C=NC=C(C(=O)OC)C1 Methyl (E)-5-(2-(1,3-dioxolan-2-yl)vinyl)nicotinate